1-(2-Hydroxy-ethyl)-1H-pyrazole-4-carboxylic acid [7-methoxy-4-(1-methyl-1H-pyrazol-4-yl)-1H-benzoimidazol-2-yl]-amide COC1=CC=C(C2=C1NC(=N2)NC(=O)C=2C=NN(C2)CCO)C=2C=NN(C2)C